(5-(((1S,2S)-2-aminocyclopentyl)amino)-1-oxoisoindolin-2-yl)piperidine-2,6-dione N[C@@H]1[C@H](CCC1)NC=1C=C2CN(C(C2=CC1)=O)N1C(CCCC1=O)=O